OC(C)(C)C1=C(C=C(C=C1)OCC=1SC=CN1)NC1=NC=NC2=CC(=C(C=C12)OC1CN(C1)C(C=C)=O)OC 1-(3-((4-((2-(2-hydroxypropane-2-yl)-5-(thiazol-2-ylmethoxy)phenyl)amino)-7-methoxyquinazolin-6-yl)oxy)azetidin-1-yl)prop-2-en-1-one